N[C@@H](CCC(=O)[N-]C)C(=O)O gamma-glutamyl-methyl-amide